1-(2,2-difluorocyclobutyl)-N-[4-[2-[[4-(dimethylamino)cyclohexyl]amino]-8-isopropyl-7-oxo-pteridin-6-yl]-2-fluoro-phenyl]methanesulfonamide FC1(C(CC1)CS(=O)(=O)NC1=C(C=C(C=C1)C1=NC=2C=NC(=NC2N(C1=O)C(C)C)NC1CCC(CC1)N(C)C)F)F